ClC=1C(=C(C=CC1)NC1=C(NC2=C1C(NCC2)=O)C2=C(C=NC=C2)OC[C@H]2NCCC2)OC 3-[(3-chloro-2-methoxyphenyl)amino]-2-{3-[(2S)-pyrrolidin-2-ylmethoxy]pyridin-4-yl}-1H,5H,6H,7H-pyrrolo[3,2-c]pyridin-4-one